FC1=C(N)C=CC(=C1)I 2-fluoro-4-iodoanilin